(R)-ethyl 2-(2-(2-(3-(1-aminoethyl)-2-fluorophenyl)pyrrolo[2,1-f][1,2,4]triazine-4-carboxamido)phenyl)acetate N[C@H](C)C=1C(=C(C=CC1)C1=NN2C(C(=N1)C(=O)NC1=C(C=CC=C1)CC(=O)OCC)=CC=C2)F